COC1=C2C=CC(=CC2=CC=C1)O 5-methoxynaphthalene-2-ol